ClC=1C(=NN(C1)C)CC#N 2-(4-chloro-1-methyl-1H-pyrazol-3-yl)acetonitrile